CO[Si](O[Si](OC)(OC)CCCN([Si](C)(C)C)C1=CC=CC=C1)(OC)CCCN([Si](C)(C)C)C1=CC=CC=C1 N,N'-((1,1,3,3-tetramethoxydisiloxane-1,3-diyl)bis(propan-3,1-diyl))bis(1,1,1-trimethyl-N-phenylsilanamine)